C(C=C)OC(C(CCN1NC[C@H]2[C@@H]1C(CN2C(=O)OC(C)(C)C)(F)F)(C)C)=O (cis)-tert-Butyl 1-(4-(allyloxy)-3,3-dimethyl-4-oxobutyl)-6,6-difluorohexahydropyrrolo[3,2-c]pyrazole-4(2H)-carboxylate